N1=C(N=CC2=C1COC2)C(=O)N 5H-furo[3,4-d]pyrimidine-2-carboxamide